C(C)(C)(C)OC(N(C)C12COC(C1)(C2)C=2N=C1N(C=C(C=C1F)C1=CC3=CN(N=C3C(=C1)F)C)C2)=O N-[1-[8-fluoro-6-(7-fluoro-2-methyl-indazol-5-yl)imidazo[1,2-a]pyridin-2-yl]-2-oxabicyclo[2.1.1]hex-4-yl]-N-methyl-carbamic acid tert-butyl ester